O1C(=CC=C1)C1=C(C(NC(N1)=S)=O)C#N 6-(furan-2-yl)-4-oxo-2-thioxo-1,2,3,4-tetrahydropyrimidine-5-carbonitrile